NC1=CC=C(CCNC(=O)C2=C(C=NN2C(C)(C)C)OC2=CC(=CC=C2)C(F)(F)F)C=C1 N-(4-aminophenethyl)-1-(tert-butyl)-4-(3-(trifluoromethyl)phenoxy)-1H-pyrazole-5-carboxamide